6-chloro-4-methylheptylbutoxymethyl ether ClC(CC(CCCC(OCCCC)OC(CCCC(CC(C)Cl)C)OCCCC)C)C